tert-butyl N-[(3S,4S)-4-fluoro-3-piperidyl]carbamate F[C@@H]1[C@H](CNCC1)NC(OC(C)(C)C)=O